(2R)-N-[2-(1-benzylpiperidin-4-yl)ethyl]-4-(2,3-difluorophenyl)-2-methylpiperazine-1-carboxamide C(C1=CC=CC=C1)N1CCC(CC1)CCNC(=O)N1[C@@H](CN(CC1)C1=C(C(=CC=C1)F)F)C